N-[4-[[[6-[cyclopropyl-[[4-(trifluoromethyl)phenyl]methyl]amino]-5-fluoro-pyrimidin-4-yl]amino]methyl]phenyl]-1,1,1-trifluoro-methanesulfonamide C1(CC1)N(C1=C(C(=NC=N1)NCC1=CC=C(C=C1)NS(=O)(=O)C(F)(F)F)F)CC1=CC=C(C=C1)C(F)(F)F